(2-((4-oxo-4-((pivaloyloxy)methoxy)butyl)amino)-4-(trifluoromethyl)benzyl)piperazine-1-carboxylic acid 1,1,1,3,3,3-hexafluoropropan-2-yl ester FC(C(C(F)(F)F)OC(=O)N1C(CNCC1)CC1=C(C=C(C=C1)C(F)(F)F)NCCCC(OCOC(C(C)(C)C)=O)=O)(F)F